methyl 2,5-dioxopyrroline-1-carboxylate O=C1N(C(CC1)=O)C(=O)OC